NC1=C2N=CN(C2=NC(=N1)N/N=C/C1=CC=C(C=C1)N(CC)CC)C1OC(C(C1O)O)CO 6-amino-2-{2-[(E)-4-(diethylamino)benzylidene]hydrazino}-9H-purin-9-yl-5-(hydroxymethyl)tetrahydrofuran-3,4-diol